2-chloro-4-methoxy-6-(4-(methylsulfonyl)piperazin-1-yl)pyrimidine ClC1=NC(=CC(=N1)OC)N1CCN(CC1)S(=O)(=O)C